N-cyclopropyl-2'-(4-fluorophenyl)-6,6'-difluoro-2,4'-biquinoline-4-amide C1(CC1)NC(=O)C1=CC(=NC2=CC=C(C=C12)F)C1=CC(=NC2=CC=C(C=C12)F)C1=CC=C(C=C1)F